N1(CCC1)CC1(CC1)NC(=O)C1(CC1)CC1=CC(=CC=C1)C N-(1-(azetidin-1-ylmethyl)cyclopropyl)-1-(3-methylbenzyl)cyclopropane-1-carboxamide